FC=1C=C(CC2CN(CC2)CC2=CN=C(S2)NC(C)=O)C=CC1F N-(5-((3-(3,4-difluorobenzyl)pyrrolidin-1-yl)methyl)thiazol-2-yl)acetamide